C(C(C)C)C1=CN(C2=CC=C(C=C12)C1=CC=NC=C1)CCNC(OC(C)(C)C)=O tert-butyl (2-(3-isobutyl-5-(pyridin-4-yl)-1H-indol-1-yl)ethyl)carbamate